4-[(3-methoxycyclobutyl)amino]-2-methylsulfanyl-pyrimidine-5-carbaldehyde COC1CC(C1)NC1=NC(=NC=C1C=O)SC